CN(C(C)=O)[C@H]1C(=NN(C1)C(=O)N[C@@H](C)C=1C=NC(=CC1)C(F)(F)F)C1=CC=C(C=C1)C (R)-4-(N-methylacetamido)-3-(4-methylphenyl)-N-((S)-1-(6-(trifluoromethyl)pyridin-3-yl)ethyl)-4,5-dihydro-1H-pyrazol-1-carboxamide